(1S,2R,5R)-3-(2-(2-Amino-3-bromoquinolin-7-yl)ethyl)-5-(7H-imidazo[1,2-c]pyrrolo[3,2-e]pyrimidin-7-yl)cyclopent-3-ene-1,2-diol NC1=NC2=CC(=CC=C2C=C1Br)CCC=1[C@H]([C@H]([C@@H](C1)N1C=CC=2C=3N(C=NC21)C=CN3)O)O